C(=O)O.CNC(C)=O N-methylacetamide formate